1,1-dichloro-N-((dimethylamino)sulfonyl)-1-fluoro-N-(4-methylphenyl)-methanesulfenamide ClC(SN(C1=CC=C(C=C1)C)S(=O)(=O)N(C)C)(F)Cl